[Si](C)(C)(C(C)(C)C)N1C(OC2(CC(C2)CN2C(C3=CC=CC=C3C2=O)CC2=C(C=NN2C)Cl)C1)=O 7-(tert-butyldimethylsilyl)-2-((1-((4-chloro-1-methyl-1H-pyrazol-5-yl)methyl)-3-oxoisoindolin-2-yl)methyl)-5-oxa-7-azaspiro[3.4]octan-6-one